4,5-dihydro-1H-furo[2,3-g]Indazole-7-carboxamide N1N=CC=2CCC3=C(C12)C=C(O3)C(=O)N